5-(3-(2-fluoroethyl)-2-methyl-3H-imidazo[4,5-b]pyridin-5-yl)-N-(1-methylazetidin-3-yl)pyrrolo[2,1-f][1,2,4]triazin-2-amine FCCN1C(=NC=2C1=NC(=CC2)C=2C=CN1N=C(N=CC12)NC1CN(C1)C)C